5-oxo-N-(1H-pyrrolo[2,3-b]pyridin-6-yl)pyrrolidine-2-carboxamide O=C1CCC(N1)C(=O)NC1=CC=C2C(=N1)NC=C2